FC=1C=C(C=CC1F)C=1OC=2N=C3N(C(C2N1)=O)CCCC3 2-(3,4-difluorophenyl)-5,6,7,8-tetrahydro-10H-oxazolo[5,4-d]pyrido[1,2-a]pyrimidin-10-one